C(CCC)C=1OC2=C(N1)C=CC(=C2)OCC(CNC(OC(C)(C)C)=O)=C(F)F tert-butyl (2-(((2-butylbenzo[d]oxazol-6-yl)oxy)methyl)-3,3-difluoroallyl)carbamate